N-isopropyl-butane-2,3-dienyl-acrylamide C(C)(C)NC(C(=C)CC=C=C)=O